(R)-(-)-1-methyl-benzylamine C[C@@]1(CN)CC=CC=C1